ClC1=CC(=NC(=C1)Cl)C(=O)O 4,6-dichloropicolinic acid